2-bromohexyl-2-bromomethyl-bromooctyl-2-bromomethyl-bromooctyl-2-bromohexyl-bromomethyl-2-bromooctyl-bromobenzene BrC(CC(CCCCCC(CC=1C(C(C(=C(C1CBr)CC(CCCC)Br)CCCCCCCCBr)Br)(CBr)CBr)Br)CCCCCCCCBr)CCCC